5-(1,3-dihydroisobenzofuran-4-yl)-3-(4-(4-methylpiperazin-1-yl)phenyl)-1H-pyrazolo[4,3-c]pyridazin-6(5H)-one C1OCC2=C(C=CC=C12)N1N=C2C(=CC1=O)NN=C2C2=CC=C(C=C2)N2CCN(CC2)C